B([O-])([O-])[O-].[Li+].[Li+].[Li+] lithium compound with borate